C(CCCCCCCCCCCCCCCCC)(=O)NCCC1=CC(O)=C(O)C=C1 N-stearoyl-dopamine